FC=1C=CC(=NC1C(F)(F)F)[C@H](NC(=O)N1[C@@H](C(NCC1)=O)C)C=1C=NC(=CC1)OCC(F)(F)F (2R)-N-((R)-(5-fluoro-6-(trifluoro-methyl)pyridin-2-yl)(6-(2,2,2-trifluoro-ethoxy)pyridin-3-yl)methyl)-2-methyl-3-oxopiperazine-1-carboxamide